ClC1=C2C(=NC=C1C1=CNC3=CC=C(C=C13)C#N)NCC21CCC(CC1)O 3-(4'-Chloro-4-hydroxy-1',2'-dihydrospiro[cyclohexane-1,3'-pyrrolo[2,3-b]pyridin]-5'-yl)-1H-indole-5-carbonitrile